(carboxylmethyl)lysine C(=O)(O)CN[C@@H](CCCCN)C(=O)O